C(C)C=1C(=CC2=C(N(C(N2)=O)[C@H]2CN(CCC2)C2COC2)C1)C=1C=C(C=2N(C1)N=CN2)OC (R)-6-Ethyl-5-(8-methoxy-[1,2,4]triazolo[1,5-a]pyridin-6-yl)-1-(1-(oxetan-3-yl)piperidin-3-yl)-1,3-dihydro-2H-benzo[d]imidazol-2-on